C(#N)C1=C(OC=2C=C3C(N(C=NC3=CC2)CCCNC(OC(C)(C)C)=O)=O)C(=CC=C1NS(=O)(=O)N1CCCC1)F tert-butyl N-[3-[6-[2-cyano-6-fluoro-3-(pyrrolidin-1-yl sulfonyl amino)phenoxy]-4-oxo-quinazolin-3-yl]propyl]carbamate